COC1=C(C=CC=C1)N1C(=CC=C1)P(C1CCCCC1)C1CCCCC1 1-(2-Methoxyphenyl)-2-(di-cyclohexylphosphino)pyrrol